N1N=CC2=CC=C(C=C12)CN(C1=CC(=NC=C1)COCCOCCN1CCOCC1)CC1=CC(=CC=C1)OC N-((1H-indazol-6-yl)methyl)-N-(3-methoxybenzyl)-2-((2-(2-morpholinoethoxy)ethoxy)methyl)pyridin-4-amine